C[C@H]1[C@@H](C[C@H]([C@@H](O1)OCCCCCCCCCCCCC/C=C/C(=O)SCCNC(=O)CCNC(=O)[C@@H](C(C)(C)COP(=O)([O-])OP(=O)([O-])OC[C@@H]2[C@H]([C@H]([C@@H](O2)N3C=NC4=C(N=CN=C43)N)O)OP(=O)([O-])[O-])O)O)O The molecule is an acyl-CoA(4-) obtained by deprotonation of the phosphate and diphosphate groups of oscr#27-CoA; major species at pH 7.3. It is a conjugate base of an oscr#27-CoA.